OP(O)OP(O)O.C(C)(C)(C)C=1C=C(C=C(C1)C(C)(C)C)C(O)(C(CO)(CO)CO)C1=CC(=CC(=C1)C(C)(C)C)C(C)(C)C bis(3,5-di-t-butylphenyl)pentaerythritol diphosphite